(4-amino-7-fluoro-1-methyl-1H-pyrazolo[4,3-c]quinolin-8-yl)((3S)-3-((5-(trifluoromethyl)-2-pyridinyl)oxy)-1-pyrrolidinyl)methanone NC1=NC=2C=C(C(=CC2C2=C1C=NN2C)C(=O)N2C[C@H](CC2)OC2=NC=C(C=C2)C(F)(F)F)F